C(N)(=O)C1=CC(=NC2=C1N=CN=C2N[C@@H]2CN(C[C@H](C2)F)C(=O)OC(C)(C)C)C2=C(C=C(C=C2)OCC(C)(C)O)C#N tert-butyl (3S,5S)-3-((8-carbamoyl-6-(2-cyano-4-(2-hydroxy-2-methylpropyloxy) phenyl) pyrido[3,2-d]pyrimidin-4-yl) amino)-5-fluoropiperidine-1-carboxylate